(S)-N-(tert-butyl((6-chloro-2-iodopyrimidin-4-yl)methyl)(oxo)-λ6-sulfaneylidene)pivalamide C(C)(C)(C)[S@@](=NC(C(C)(C)C)=O)(=O)CC1=NC(=NC(=C1)Cl)I